C1N(CCC2=CC=CC=C12)C[C@H](CN1CCOC2=C(C1=O)C=CC(=C2)C=2C=NC=CC2)O 4-[(2R)-3-(3,4-dihydro-1H-isoquinolin-2-yl)-2-hydroxy-propyl]-8-(3-pyridyl)-2,3-dihydro-1,4-benzoxazepine-5-one